N1CCC2=C(C=CC=C12)N1CCN(CC1)C[C@@H]1C(CN(CC1)C1CCN(CC1)C(=O)OC(C)(C)C)(F)F tert-butyl (4R)-4-{[4-(2,3-dihydro-1H-indol-4-yl)piperazin-1-yl]methyl}-3,3-difluoro-[1,4'-bipiperidine]-1'-carboxylate